CC(=O)N1CCC(CC1)NC2=NC=NC(=C2)C(=O)NC[C@@H](CN3CCC4=CC=CC=C4C3)O 6-[(1-acetylpiperidin-4-yl)amino]-N-[(2S)-2-hydroxy-3-(1,2,3,4-tetrahydroisoquinolin-2-yl)propyl]pyrimidine-4-carboxamide